C(CCC)SC(=S)SC(C(=O)O)C 2-{[(Butylsulfanyl)-carbothioyl]sulfanyl}propanoic acid